O1C=2C(OCC1)=CSC2 2,3-dihydrothieno-[3,4-b]-1,4-dioxine